CN1N=CN=C1 methyl-2H-1,2,4-triazole